N,N-diethyl-N-propyl-N-(2-ethoxyethyl)ammonium bicarbonate C([O-])(O)=O.C(C)[N+](CCOCC)(CCC)CC